N-(3-fluoro-4-((2-(1-methyl-1H-imidazol-4-yl)thiazolo[5,4-d]pyrimidin-7-yl)oxy)phenyl)-1-phenyl-5-(trifluoromethyl)-1H-pyrazole-4-carboxamide FC=1C=C(C=CC1OC=1C2=C(N=CN1)SC(=N2)C=2N=CN(C2)C)NC(=O)C=2C=NN(C2C(F)(F)F)C2=CC=CC=C2